C(#N)[C@H](C[C@H]1C(NCCC1)=O)NC(=O)[C@H]1N([C@@H]2CC([C@H]1CC2)(F)F)C([C@@H](CC2CC2)NC=2C=NC=C(C2)C)=O (1S,3S,4S)-N-[(1S)-1-Cyano-2-[(3S)-2-oxo-3-piperidyl]ethyl]-2-[(2R)-3-cyclopropyl-2-[(5-methyl-3-pyridyl)amino]propanoyl]-5,5-difluoro-2-azabicyclo[2.2.2]octane-3-carboxamide